isopropyl-thiazepine C(C)(C)C1=NSC=CC=C1